CCCCCCCCCCCCCCCCCCCCCCCCCCCCCCCCCCCC Hexatriacontan